N=S1(CCN(CC1)C1=NC=C(C=C1)C1=NNC2=CC=C(C=C12)OCC1=NC(=NC=C1)C)=O 1-Imino-4-(5-(5-((2-methylpyrimidin-4-yl)methoxy)-1H-indazol-3-yl)pyridin-2-yl)-1λ6-thiomorpholine 1-oxide